C(C)(C)NC(CCC)O (isopropylamino)-butan-1-ol